C1(CCC1)[C@@H](C1=CC=C(C=C1)F)C1N(C(C2=CC=C(C=C12)C(=O)N)=O)[C@H]1C(NC(CC1)=O)=O ((S)-cyclobutyl(4-fluorophenyl)methyl)-2-((R)-2,6-dioxopiperidin-3-yl)-1-oxoisoindoline-5-carboxamide